(R)-2,3-dibromo-3,3-difluoro-2-methylpropanenitrile Br[C@](C#N)(C(F)(F)Br)C